CN(C=O)C.[Cl] chlorine dimethylformamide